FC(S(=O)(=O)[O-])(F)F.C(C)(C)(C)OC(=O)N1CC(C1)C[N+]=1NC=CC1 2-((1-(tert-butoxycarbonyl)azetidin-3-yl)methyl)-1H-pyrazol-2-ium trifluoromethanesulfonate